Cl.N[C@@H](C(=O)OC)CC1=CC=C(C=C1)[N+](=O)[O-] methyl (2R)-2-amino-3-(4-nitrophenyl)propanoate hydrochloride